(S)-4-(3-(3-(8-chlorochroman-4-yl)ureido)-1H-pyrazol-1-yl)-N-methylbenzenesulfonamide ClC=1C=CC=C2[C@H](CCOC12)NC(NC1=NN(C=C1)C1=CC=C(C=C1)S(=O)(=O)NC)=O